(3r,4r)-1-(1-((3-(3-chlorophenyl)-1,2-oxazol-5-yl)methyl)-5,6-difluoro-1H-benzoimidazol-2-yl)-4-fluoro-3-piperidinamine ClC=1C=C(C=CC1)C1=NOC(=C1)CN1C(=NC2=C1C=C(C(=C2)F)F)N2C[C@H]([C@@H](CC2)F)N